(7R,14R)-1-(difluoromethoxy)-6-(methyl-d3)-11-(((S)-pyrrolidin-2-yl)ethynyl)-6,7-dihydro-7,14-methanobenzo[f]benzo[4,5]imidazo[1,2-a][1,4]diazocin-5(14H)-one FC(OC1=CC=CC=2C(N([C@H]3C=4N([C@@H](C21)C3)C3=C(N4)C=CC(=C3)C#C[C@H]3NCCC3)C([2H])([2H])[2H])=O)F